1-cyclopentyl-1H-pyrazolo[3,4-d]pyrimidin-4-amine C1(CCCC1)N1N=CC=2C1=NC=NC2N